(trans)-ethyl 6-(4-carbamoylcyclohexyl)-4-(2-chloro-4-fluorophenyl)-2-(thiazol-2-yl)-1,4-dihydropyrimidine-5-carboxylate C(N)(=O)[C@@H]1CC[C@H](CC1)C1=C(C(N=C(N1)C=1SC=CN1)C1=C(C=C(C=C1)F)Cl)C(=O)OCC